ClC=1C(=CC(=C(C1)S(=O)(=O)NC=1SC(=CN1)F)F)NCCCCNC[C@@H]1NCCC1 5-chloro-2-fluoro-N-(5-fluoro-1,3-thiazol-2-yl)-4-[(4-{[(2R)-pyrrolidin-2-yl-methyl]amino}-butyl)-amino]benzenesulfonamide